ethyl 2-butyl-1-((2'-(N-(4,5-dimethylisoxazol-3-yl)-N-(methoxymethyl) sulfamoyl)-2-(ethoxymethyl)-[1,1'-biphenyl]-4-yl) methyl)-4-methyl-6-oxo-1,6-dihydropyrimidine-5-carboxylate C(CCC)C=1N(C(C(=C(N1)C)C(=O)OCC)=O)CC1=CC(=C(C=C1)C1=C(C=CC=C1)S(N(COC)C1=NOC(=C1C)C)(=O)=O)COCC